BrC=1C2=C(C=NC1NC1CCC(CC1)N1[C@H]3CC(C[C@@H]1CC3)F)N=C(N2CC(F)(F)F)C#N 7-bromo-6-(((1R,4r)-4-((1R,3S,5S)-3-fluoro-8-azabicyclo[3.2.1]octan-8-yl)cyclohexyl)amino)-1-(2,2,2-trifluoroethyl)-1H-imidazo[4,5-c]pyridine-2-carbonitrile